C(C1=CC=CC=C1)OCCCC=1NN=C2C(=NC=3C=C(C=CC3C21)Br)N [3-(benzyloxy)propyl]-7-bromo-2H-pyrazolo[3,4-c]quinolin-4-amine